tricyclo[3.3.1.1(3,7)]decane C12CC3CC(CC(C1)C3)C2